7-(5-chloro-2-{[(2R,4s,6S)-2,6-dimethyloxan-4-yl]oxy}phenyl)-N-[(2,4-dimethoxyphenyl)methyl]cinnolin-4-amine ClC=1C=CC(=C(C1)C1=CC=C2C(=CN=NC2=C1)NCC1=C(C=C(C=C1)OC)OC)OC1C[C@H](O[C@H](C1)C)C